6-(aziridin-1-yl)-2-(2-(bis(2-aminoethyl)amino)ethyl)-1H-benzo[de]isoquinoline-1,3(2H)-dione N1(CC1)C=1C=CC=2C(N(C(C3=CC=CC1C23)=O)CCN(CCN)CCN)=O